N-(4-(1H-imidazol-1-yl)benzyl)-N-(3-methoxybenzyl)-4-((4-methylpiperazin-1-yl)methyl)aniline N1(C=NC=C1)C1=CC=C(CN(C2=CC=C(C=C2)CN2CCN(CC2)C)CC2=CC(=CC=C2)OC)C=C1